N1(C(COCC1)=O)CC(CN1C(=NC=C1[N+](=O)[O-])C(F)(F)F)O 1-[3-(3-morpholinonyl)-2-hydroxypropyl]-2-(trifluoromethyl)-5-nitroimidazole